1-(2,3-difluoro-6-nitrophenoxy)-3-methoxypropan-2-ol FC1=C(OCC(COC)O)C(=CC=C1F)[N+](=O)[O-]